FC1=C(C(=O)O)C=CC(=C1)C(=O)O 2-fluoro-terephthalic acid